O=C1N(NCC2=CC=CC=C12)C(=O)O.ClC1=CC=C(S1)C(=O)NCC1=CN(C(O1)=O)C1=CC=C(C=C1)N1C(COCC1)=O 5-chloro-N-(((5S)-2-oxo-3-(4-(3-oxomorpholin-4-yl)phenyl)-1,3-oxazolin-5-yl)methyl)thiophene-2-formamide oxo-1,3-dihydrophthalazine-2-carboxylate